C1(=CC=C(C=C1)N(C1=CC=C(C=C1)C1=CC=CC2=C1OC1=C2C=CC=C1C=1C=CC=2N(C3=CC=CC=C3C2C1)C1=CC=CC=C1)C1=CC=2C(C3=CC=CC=C3C2C=C1)(C)C)C1=CC=CC=C1 Biphenyl-4-yl-(9,9-dimethyl-9H-fluoren-2-yl)-{4-[6-(9-phenyl-9H-carbazol-3-yl)-dibenzofuran-4-yl]-phenyl}-amine